(6-(5-fluoro-2-(3,4,5-trimethoxyphenylamino)pyrimidin-4-ylamino)-2,2-dimethyl-3-oxo-2H-pyrido[3,2-b][1,4]oxazin-4(3H)-yl)methyl phosphate disodium salt [Na+].[Na+].P(=O)(OCN1C2=C(OC(C1=O)(C)C)C=CC(=N2)NC2=NC(=NC=C2F)NC2=CC(=C(C(=C2)OC)OC)OC)([O-])[O-]